2-fluoro-6-bromo-4-methylbenzonitrile FC1=C(C#N)C(=CC(=C1)C)Br